8-(2-methylpyridin-3-yl)imidazo[1,2-c]pyrimidine-2-carbonitrile CC1=NC=CC=C1C=1C=2N(C=NC1)C=C(N2)C#N